2-[(6-bromohexyl)oxy]pyridine BrCCCCCCOC1=NC=CC=C1